CN(C/C=C/C(=O)N(C)C1=C2CN(CC2=CC=C1)C(C1=C(C=CC(=C1)C(C)C)O)=O)C (E)-4-(Dimethylamino)-N-(2-(2-hydroxy-5-isopropylbenzoyl)isoindolin-4-yl)-N-methylbut-2-enamide